5-[(3-chlorophenyl)amino]benzo[c][2,6]naphthyridine-8-carboxylic acid ClC=1C=C(C=CC1)NC1=NC2=C(C3=CN=CC=C13)C=CC(=C2)C(=O)O